2,4-dimethylimidazol CC=1NC=C(N1)C